COC(=O)C1(CC2=C(C=C(C(=C2C1)F)NC([C@@H](C)N(C)C)=O)F)OC(C(C)N(C)C)=O 2-[2-(dimethylamino)propionyloxy]-4,7-difluoro-5-[[(2R)-2-(dimethylamino)propionyl]amino]indan-2-carboxylic acid methyl ester